aminopropanol CC(CN)O